2-((3-((1-(2,6-dioxopiperidin-3-yl)-2,5-dioxo-2,5-dihydro-1H-pyrrol-3-yl)amino)phenyl)-thio)-N-(3-(trifluoromethyl)phenyl)acetamide O=C1NC(CCC1N1C(C(=CC1=O)NC=1C=C(C=CC1)SCC(=O)NC1=CC(=CC=C1)C(F)(F)F)=O)=O